C1=CC(=CC=C1CO)NN The molecule is a member of the class of phenylhydrazines that is phenylhydrazine substituted by a hydroxymethyl group at position 4. It is a member of benzyl alcohols and a member of phenylhydrazines.